C(C)(=O)OC[C@H]1O[C@H]([C@@H]([C@H]([C@H]1OC(C)=O)OC(C)=O)NC(C)=O)OCCCCC(=O)NCCOCCOCCN [(2R,3R,4R,5R,6R)-5-acetamido-3,4-diacetoxy-6-[5-[2-[2-(2-aminoethoxy)ethoxy] ethylamino]-5-oxo-pentoxy]tetrahydropyran-2-yl]methyl acetate